2-(2,3-Dihydroxy-propyl)-5-[1-(2-fluoro-6-methyl-phenyl)-piperidin-4-yl]-7-(2-trifluoromethyl-benzyl)-2,4,5,7-tetrahydro-pyrazolo[3,4-d]pyrimidin-6-on OC(CN1N=C2N(C(N(CC2=C1)C1CCN(CC1)C1=C(C=CC=C1C)F)=O)CC1=C(C=CC=C1)C(F)(F)F)CO